OCC1CN(CCN1C=1C2=C(N=C(N1)OCCCN1CCOCC1)CN(CC2)C2=CC(=CC1=CC=CC=C21)O)C(C=C)=O 1-[3-(hydroxymethyl)-4-[7-(3-hydroxy-1-naphthyl)-2-(3-morpholinopropoxy)-6,8-dihydro-5H-pyrido[3,4-d]pyrimidin-4-yl]piperazin-1-yl]prop-2-en-1-one